1-(2,2-Difluoroethyl)-6-(2-methyl-3-(((2-(trifluoromethyl)pyridin-3-yl)oxy)methyl)piperidin-1-yl)-1H-pyrazolo[3,4-b]pyrazine FC(CN1N=CC=2C1=NC(=CN2)N2C(C(CCC2)COC=2C(=NC=CC2)C(F)(F)F)C)F